O=S1(C2=C(C=C1)C=CC(=C2)NC(C(=C)C2=CC=C(C=C2)OC2=CC=CC=C2)=O)=O N-(1,1-dioxidobenzo[b]thiophen-6-yl)-2-(4-phenoxyphenyl)acrylamide